1-(cyclopropylmethyl)-1,2,3,6-tetrahydropyridin-3-yl pivalate C(C(C)(C)C)(=O)OC1CN(CC=C1)CC1CC1